2-[4-chloro-3-(propan-2-yl)phenyl]-1-(4-{[1,2,4]triazolo[4,3-b]pyridazin-6-yl}piperazin-1-yl)ethan-1-one ClC1=C(C=C(C=C1)CC(=O)N1CCN(CC1)C=1C=CC=2N(N1)C=NN2)C(C)C